CC(=O)C=C(C)C Methylisobutenylketone